(2R,2'R,2''R)-3,3',3''-(1,4,7-triazonane-1,4,7-triyl)tris(2-hydroxypropanoate) trilithium salt [Li+].[Li+].[Li+].N1(CCN(CCN(CC1)C[C@H](C(=O)[O-])O)C[C@H](C(=O)[O-])O)C[C@H](C(=O)[O-])O